p-methoxy-α-methylbenzylamine COC1=CC=C(C(C)N)C=C1